(4,4-difluoro-1-piperidinyl)(3-(1,3-dimethyl-1H-pyrrolo[2,3-b]pyridin-2-yl)-6-quinoxalinyl)methanone FC1(CCN(CC1)C(=O)C=1C=C2N=C(C=NC2=CC1)C1=C(C=2C(=NC=CC2)N1C)C)F